(R)-6-((4-Benzylpiperazin-1-yl)sulfonyl)-7-chloro-N-(1-(3-(difluoromethyl)-2-fluorophenyl)ethyl)-2-methylpyrido[2,3-d]pyrimidin-4-amine C(C1=CC=CC=C1)N1CCN(CC1)S(=O)(=O)C1=CC2=C(N=C(N=C2N[C@H](C)C2=C(C(=CC=C2)C(F)F)F)C)N=C1Cl